NC([C@H](C)NC(=O)[C@@H]1[C@H]2C([C@H]2CN1C([C@@H](NC(C(F)(F)F)=O)C1CC1)=O)(C)C)=O (1R,2S,5S)-N-((S)-1-amino-1-oxopropan-2-yl)-3-((S)-2-cyclopropyl-2-(2,2,2-trifluoroacetamido)acetyl)-6,6-dimethyl-3-azabicyclo[3.1.0]hexane-2-carboxamide